CN(C1=NC(=CC2=CC=CC=C12)C1=C(C=CC=C1)C)C N,N-dimethyl-3-(o-tolyl)isoquinolin-1-amine